(S)-1-{6-[(4-{2-[(S)-tetrahydrofuran-3-ylamino]-6-(m-cyanophenyl)-4-pyrimidinyl}-1H-1,2,3-triazol-1-yl)methyl]-2-pyridinyl}-2-pyrrolidinecarboxylic acid O1C[C@H](CC1)NC1=NC(=CC(=N1)C=1N=NN(C1)CC1=CC=CC(=N1)N1[C@@H](CCC1)C(=O)O)C1=CC(=CC=C1)C#N